N-(8-bromo-5-(2-chloro-5-fluorophenyl)-2-oxo-3-tosyl-2,3,4,5-tetrahydro-1H-benzo[d]azepin-6-yl)-3-fluoro-5-(trifluoromethyl)benzamide BrC=1C=C(C2=C(CC(N(CC2C2=C(C=CC(=C2)F)Cl)S(=O)(=O)C2=CC=C(C)C=C2)=O)C1)NC(C1=CC(=CC(=C1)C(F)(F)F)F)=O